dichloro(N,N,N',N'-tetramethyl-ethylenediamine) palladium [Pd].ClC(C(N(C)C)Cl)N(C)C